benzyl N-{7-oxabicyclo[2.2.1]heptan-2-yl}carbamate C12C(CC(CC1)O2)NC(OCC2=CC=CC=C2)=O